CN1CN(CC2=C1N=CC=C2)C 1,3-dimethyl-1,2,3,4-tetrahydropyrido[2,3-d]pyrimidine